(S)-1-(2-CYANO-3-FLUOROPHENYL)PIPERIDINE-3-CARBOXYLIC ACID C(#N)C1=C(C=CC=C1F)N1C[C@H](CCC1)C(=O)O